C(C1=CC=CC=C1)ON1C(NC2=C1C=CC=C2)=O 3-benzyloxy-1H-benzoimidazol-2-one